IC1=C(C=CC=C1)N(C(OC(C)(C)C)=O)CCC Tert-butyl (2-iodophenyl)(propyl)carbamate